2-(tetrahydropyran-4-yloxy)-5-(4,4,5,5-tetramethyl-1,3,2-dioxaborolan-2-yl)pyridine O1CCC(CC1)OC1=NC=C(C=C1)B1OC(C(O1)(C)C)(C)C